2-([1,1'-biphenyl]-4-yl)-4,5-dihydronaphtho[1,2-b]furan C1(=CC=C(C=C1)C1=CC2=C(O1)C1=CC=CC=C1CC2)C2=CC=CC=C2